ClC1=CC(=C(C(=N1)C[C@@]1(C[C@H](N(CC1)C(=O)O)C)C(=O)O)F)C=O.OC(CC[Si](OC)(OC)OC)CC 3-hydroxy-4-methylbutyl-trimethoxysilane (2R,4R)-4-((6-chloro-3-fluoro-4-formylpyridin-2-yl)methyl)-2-methylpiperidine-1,4-dicarboxylate